1-(N-(2-hydroxyethyl)sulfamoyl)pyrrolidine-3-carboxylic acid OCCNS(=O)(=O)N1CC(CC1)C(=O)O